C1CCC2=C(C=3CCCC3C=C12)NC(=O)N=[S@](=O)(N)C=1C=NN2C1O[C@@H](C2)CO (R,2S)-N'-((1,2,3,5,6,7-hexahydro-s-indacen-4-yl)carbamoyl)-2-(hydroxymethyl)-2,3-dihydropyrazolo[5,1-b]oxazole-7-sulfonimidamide